Cl.N[C@@H](CCCCN)C(=O)OC methyl L-lysinate hydrochloride